6-[5-chloro-2-methyl-4-(2,2,2-trifluoro-1,1-dimethyl-ethyl)phenyl]-2-methyl-3-(methylsulfonimidoyl)-1H-pyridin-4-one ClC=1C(=CC(=C(C1)C1=CC(C(=C(N1)C)S(=O)(=N)C)=O)C)C(C(F)(F)F)(C)C